FC([C@H]1N(C(OC1)=C=O)C=1N=C2N(CCN(C3=C2C=CC(=C3)N[C@H](C(=O)N)C)C(C)C)C1)F (S)-2-((2-((S)-4-(difluoromethyl)-2-carbonyloxazolidin-3-yl)-7-isopropyl-6,7-dihydro-5H-benzo[f]imidazo[1,2-d][1,4]diazepin-9-yl)amino)propanamide